O=C1NC(CCC1N1CC2=CC=C(C=C2C1=O)NC(CCCCCCC(=O)NC=1C=C2C(N(CC2=CC1)C1C(NC(CC1)=O)=O)=O)=O)=O N1,N8-bis(2-(2,6-Dioxopiperidin-3-yl)-3-oxoisoindolin-5-yl)octanediamide